3-((1r,4r)-4-(2-Fluoro-6-methylphenyl)cyclohexyl)-7-methyl-1-((3-(trifluoromethyl)pyridin-2-yl)methyl)-1,8-naphthyridin-2(1H)-one FC1=C(C(=CC=C1)C)C1CCC(CC1)C=1C(N(C2=NC(=CC=C2C1)C)CC1=NC=CC=C1C(F)(F)F)=O